3-(5-((Boc)amino)-2-methylphenyl)propanoic acid ethyl ester C(C)OC(CCC1=C(C=CC(=C1)NC(=O)OC(C)(C)C)C)=O